N-{(S)-3-methyl-1-carbonyl-1-{{(S)-1-carbonyl-1-{{(S)-1-carbonyl-3-[(S)-2-carbonylpyrrolidin-3-yl]propan-2-yl}amino}-3-cyclobutylpropan-2-yl}amino}butan-2-yl}indole-2-carboxamide CC([C@@H](C(N[C@H](C(N[C@H](C=C=O)C[C@H]1C(NCC1)=C=O)=C=O)CC1CCC1)=C=O)NC(=O)C=1NC2=CC=CC=C2C1)C